methyl (1r,4R)-2'-[(2R)-3-{[tert-butyl(diphenyl)silyl]oxy}-2-methylpropyl]-4-(3-chloroanilino)-5'-fluorospiro[cyclohexane-1,1'-indene]-4-carboxylate [Si](C1=CC=CC=C1)(C1=CC=CC=C1)(C(C)(C)C)OC[C@@H](CC=1C2(C3=CC=C(C=C3C1)F)CCC(CC2)(C(=O)OC)NC2=CC(=CC=C2)Cl)C